(S)-1-(2-(2-(3-bromo-2-methylphenyl)-4,6-dihydro-5H-pyrrolo[3,4-d]oxazol-5-yl)-2-oxoethyl)-3-methylpyrrolidine-3-carboxylic acid BrC=1C(=C(C=CC1)C=1OC2=C(N1)CN(C2)C(CN2C[C@](CC2)(C(=O)O)C)=O)C